3-Chloro-5-(trifluoromethyl)-2-pyridylsulfamic acid sodium salt [Na+].ClC=1C(=NC=C(C1)C(F)(F)F)NS([O-])(=O)=O